FC1=CC=C(CNC2=CC(=C(CNC([O-])=O)C(=C2)C)C)C=C1 4-(4-fluorobenzylamino)-2,6-dimethylbenzylcarbamate